C(C)(C)OC=1C=CC(=NC1)C1=NSC(=N1)NC1=NC=CC=C1N1C(CCC1)=O 1-(2-(3-(5-isopropoxy-pyridin-2-yl)-1,2,4-thiadiazol-5-ylamino)pyridin-3-yl)pyrrolidin-2-one